3,3,3-trifluoropropyl 2-amino-6-(3,3,3-trifluoropropoxy)nicotinate NC1=C(C(=O)OCCC(F)(F)F)C=CC(=N1)OCCC(F)(F)F